(9R,13S)-13-[4-(3-chloro-2,6-difluorophenyl)-6-oxo-1,6-dihydropyrimidin-1-yl]-9-methyl-3,4,7,15-tetraazatricyclo[12.3.1.02,6]Octadecan-1(18),2(6),4,14,16-pentaen-8-one ClC=1C(=C(C(=CC1)F)C=1N=CN(C(C1)=O)[C@H]1CCC[C@H](C(NC=2C=NNC2C=2C=CN=C1C2)=O)C)F